tert-butyl 2-[4-(methoxycarbonyl)-2-(pyrrolidin-1-yl)phenyl]-5,6-dihydro-4H-pyridine-1-carboxylate COC(=O)C1=CC(=C(C=C1)C=1N(CCCC1)C(=O)OC(C)(C)C)N1CCCC1